OC1=C(C(=CC=C1)OCOC)C(\C=C\C1=CC(=C(C=C1)OC)OCOC)=O (E)-1-(2-Hydroxy-6-(methoxymethoxy)phenyl)-3-(4-methoxy-3-(methoxymethoxy)phenyl)prop-2-en-1-one